C1(CC1)C1=NN(C(=C1)N=C=S)C 3-cyclopropyl-5-isothiocyanato-1-methyl-pyrazole